(Z)-10-((6-oxo-4-phenylpyrimidin-1(6H)-yl)methylene)-7-azaspiro[4.5]Decane-7-carboxylic acid tert-butyl ester C(C)(C)(C)OC(=O)N1CC2(CCCC2)\C(\CC1)=C/N1C=NC(=CC1=O)C1=CC=CC=C1